(3S,4R)-1-(2-methoxyethyl)-4-phenylpyrrolidin COCCN1CC[C@@H](C1)C1=CC=CC=C1